N([C@@](C(C(CN)([2H])[2H])([2H])[2H])(C(=O)O)[2H])([2H])[2H] L-ornithine-d7